NC1=NC=2C=NC(=CC2C2=C1COC2)C(=O)N([C@@H]2COC1=C2C=CC(=C1)C(F)(F)F)C (S)-4-amino-N-methyl-N-(6-(trifluoromethyl)-2,3-dihydrobenzofuran-3-yl)-1,3-dihydrofuro[3,4-c][1,7]naphthyridine-8-carboxamide